N-[4-(3-cyanophenyl)-5-(2,6-dimethyl-4-pyridyl)thiazol-2-yl]-4-sulfamoyl-piperazine-1-carboxamide C(#N)C=1C=C(C=CC1)C=1N=C(SC1C1=CC(=NC(=C1)C)C)NC(=O)N1CCN(CC1)S(N)(=O)=O